C1=C(C=CC2=CC=CC=C12)C1C(CC12CCCCC2)C#N 1-(Naphthalen-2-yl)spiro[3.5]nonane-2-carbonitrile